4-(3-(1-isobutyl-1H-pyrazol-4-yl)pyrazolo[1,5-a]pyrimidin-5-yl)piperazine-1-carboxylic acid isopropyl ester C(C)(C)OC(=O)N1CCN(CC1)C1=NC=2N(C=C1)N=CC2C=2C=NN(C2)CC(C)C